BrC1=CC=C(\C=N\NC(=O)C2=CN(C3=CC=CC=C3C2=O)C)C=C1 (E)-N'-(4-bromobenzylidene)-1-methyl-4-oxo-1,4-dihydroquinoline-3-carbohydrazide